BrC1=C(C=2N=NC(=CC2N1C)Cl)C(=O)OC(C)(C)C tert-butyl 6-bromo-3-chloro-5-methyl-5H-pyrrolo[3,2-c]pyridazine-7-carboxylate